C1=CC(=CC=C1NC(=O)CBr)Br 2-bromo-N-(4-bromophenyl)acetamide